OCC1CN(CCC1O)C=1C=CC=2C(=NC(=CN2)NCC2=CC=C3C=CNC3=C2)N1 3-(hydroxymethyl)-1-(3-{[(1H-indol-6-yl)methyl]amino}pyrido[2,3-b]pyrazin-6-yl)piperidin-4-ol